C(C)(C)(C)OC(=O)N1C=C(C2=C(C=CC=C12)OC(C)=O)CC(=O)N(C)C 4-acetoxy-3-(2-(dimethylamino)-2-oxoethyl)-1H-indole-1-carboxylic acid tert-butyl ester